1-bromo-1,3,3-tripropyl-1,3-disilacyclobutane Br[Si]1(C[Si](C1)(CCC)CCC)CCC